tert-Butyl 3-(5-amino-7-fluoro-1-methyl-1H-indazol-4-yl)pyrrolidine-1-carboxylate NC=1C(=C2C=NN(C2=C(C1)F)C)C1CN(CC1)C(=O)OC(C)(C)C